(S,E)-3-((3-(2-(2-(4-(dimethylamino)-N-methylbut-2-enamido)propanamido)ethyl)phenyl)amino)-5,6-diethylpyrazine-2-carboxamide CN(C/C=C/C(=O)N(C)[C@H](C(=O)NCCC=1C=C(C=CC1)NC=1C(=NC(=C(N1)CC)CC)C(=O)N)C)C